C(CCCCCCCCCCC\C=C\CCCCCCCC)O (brassidyl) alcohol